ClC=1C=C(C=CC1OCC=1SC(=CN1)C)NC=1C2=C(N=CN1)NC=C2C2CCN(CC2)C(C=C)=O 1-(4-(4-((3-chloro-4-((5-methylthiazol-2-yl)methoxy)phenyl)amino)-7H-pyrrolo[2,3-d]pyrimidin-5-yl)piperidin-1-yl)prop-2-en-1-one